4-((1-(4-(trifluoromethyl)phenyl)piperidin-4-yl)oxy)-1H-1,2,3-triazole-5-carboxylic acid FC(C1=CC=C(C=C1)N1CCC(CC1)OC=1N=NNC1C(=O)O)(F)F